ClC=1C=C2C(=CNC2=CC1)NC1=NC2=C(N1C=1N=CN(C1)C)C=CC(=C2)C(F)(F)F N-(5-Chloro-1H-indol-3-yl)-1-(1-methyl-1H-imidazol-4-yl)-5-(trifluoromethyl)-1H-benzo[d]imidazole-2-amine